5-(((3s,4r)-1-((2-chloro-4-(trifluoromethyl)phenyl)sulfonyl)-4-hydroxy-4-(hydroxymethyl)pyrrolidin-3-yl)sulfonyl)pyridine-2-carbonitrile ClC1=C(C=CC(=C1)C(F)(F)F)S(=O)(=O)N1C[C@@H]([C@@](C1)(CO)O)S(=O)(=O)C=1C=CC(=NC1)C#N